NC1=NC(=NC(=C1)N)S 4,6-diamino-2-sulfanylpyrimidine